2-Fluorobenzenesulfonyl chloride FC1=C(C=CC=C1)S(=O)(=O)Cl